[N-]=C=S.C[C@@H](CC=1C=C(C(=CC1)C1=C(C=CC=C1F)F)C1=CC=CC=C1)CCC |r| DL-(+-)-4'-(beta-methylpentyl)-2,6-difluoroterphenyl isothiocyanate